ClC=1C=CC2=C(N=C(O2)N2CCC(CC2)CNC(=O)C2CN(CC2)C(=O)OC(C)(C)C)C1 tert-butyl 3-(((1-(5-chlorobenzo[d]oxazol-2-yl)piperidin-4-yl)methyl)carbamoyl)pyrrolidine-1-carboxylate